C(CCCCCCCCC=C)=O undeca-10-enal